racemic-(1S,2R)-6,7-difluoro-1,2-dimethyl-2-(trifluoromethyl)-1H-furo[2,3-c]Chromen-4-one FC1=C(C=CC=2C3=C(C(OC12)=O)O[C@]([C@H]3C)(C(F)(F)F)C)F |r|